benzyl 4-(4-(4-(tert-butoxycarbonyl) piperazine-1-carbonyl)phenyl)-1,4-diazepane-1-carboxylate C(C)(C)(C)OC(=O)N1CCN(CC1)C(=O)C1=CC=C(C=C1)N1CCN(CCC1)C(=O)OCC1=CC=CC=C1